1,1,3,3-tetrafluoropropylene FC(=CC(F)F)F